ClC1=CC=C2C(=C3N(C2=C1Cl)CC(CC3)NS(=O)(=O)CCC(=O)O)C=3C=NN(C3)C3OCCCC3 3-(N-(3,4-dichloro-10-(1-(tetrahydro-2H-pyran-2-yl)-1H-pyrazol-4-yl)-6,7,8,9-tetrahydropyrido[1,2-a]indol-7-yl)sulfamoyl)propanoic acid